ClC1=NC(=C2N=CN(C2=N1)[C@@H]1[C@H]([C@H]([C@H](C1=O)COCP(O)(O)=O)O)O)N[C@@H]1C[C@@H](CC1)O ({[(2R,3S,4R,5R)-5-{2-chloro-6-[cis-(3-hydroxycyclopentyl)amino]-9H-purin-9-yl}-3,4-dihydroxyoxocyclopent-2-yl]methoxy}methyl)phosphonic acid